C(C)(C)(C)OC(CCCN1CCN(CC1)C(=O)OCC1=CC=CC=C1)=O benzyl 4-(4-(tert-butoxy)-4-oxobutyl)piperazine-1-carboxylate